methyl ((2-((3-((5-ethyl-2-methoxyphenyl)sulfonamido)-4-methoxybenzo[d]isoxazol-6-yl)oxy)pyridin-4-yl)methyl)carbamate C(C)C=1C=CC(=C(C1)S(=O)(=O)NC1=NOC2=C1C(=CC(=C2)OC2=NC=CC(=C2)CNC(OC)=O)OC)OC